FC(C1=C(C=CC(=N1)C(=O)NC)N1CCN(CC1)CC=1C(=C2NC(C(=NC2=CC1)C)=O)C)F 6-(Difluoromethyl)-5-[4-[(2,5-dimethyl-3-oxo-4H-quinoxalin-6-yl)methyl]piperazin-1-yl]-N-methyl-pyridine-2-carboxamide